NC1=C(C(NC2=C(C=CC=C12)C1=C(C=CC(=C1)OCC1=NC(=CC=C1)OC)F)=O)C(=O)NCCC 4-amino-8-[2-fluoro-5-[(6-methoxy-2-pyridinyl)methoxy]phenyl]-2-oxo-N-propyl-1H-quinoline-3-carboxamide